C(C)C1=NN2C(CCC(C2COC2CCN(CC2)C2=NC=C(C=N2)F)NS(=O)(=O)C)=C1 N-[2-Ethyl-7-({[1-(5-fluoropyrimidin-2-yl)piperidin-4-yl]oxy}methyl)-4,5,6,7-tetrahydropyrazolo[1,5-a]pyridin-6-yl]methanesulfonamide